methyl 5-(azetidin-3-yloxy)-2-(2-((4-chlorobenzyl)-amino)-2-oxoacetamido)benzoate N1CC(C1)OC=1C=CC(=C(C(=O)OC)C1)NC(C(=O)NCC1=CC=C(C=C1)Cl)=O